2,4,6-trifluoro-N-(6-nitro-2-pyridyl)benzamide FC1=C(C(=O)NC2=NC(=CC=C2)[N+](=O)[O-])C(=CC(=C1)F)F